C(C)(C)(C)N1N=C(C(=C1C1=CC=C(C=C1)[N+](=O)[O-])C(=O)N)NC1=CC(=NC=C1)OCCOC 1-(tert-butyl)-3-((2-(2-methoxyethoxy)pyridin-4-yl)amino)-5-(4-nitrophenyl)-1H-pyrazole-4-carboxamide